ClC1=CC=C(C=C1)N1C(=NN=C1[C@@H]1CC[C@H](CC1)OC1=NC=CC=C1)CC1=NOC=C1 trans-3-[[4-(4-Chlorophenyl)-5-(4-pyridin-2-yloxycyclohexyl)-1,2,4-triazol-3-yl]methyl]-1,2-oxazol